NC1=CC=CC(=N1)S(=O)(=O)NC(=O)C=1C(=NC(=CC1)C1=CC(=CC(=C1)OCC(C)C)F)N(C(C)C)CC1CC1 N-[(6-amino-2-pyridyl)sulfonyl]-2-[cyclopropylmethyl(isopropyl)amino]-6-(3-fluoro-5-isobutoxy-phenyl)pyridine-3-carboxamide